1-chloro-4-((2-methylpyridin-4-yl)methyl)phthalazine methyl-5-[4,6-difluoro-1-(2-trimethylsilylethoxymethyl)indol-5-yl]oxy-2-vinyl-benzenecarboximidothioate CSC(=N)C1=C(C=CC(=C1)OC=1C(=C2C=CN(C2=CC1F)COCC[Si](C)(C)C)F)C=C.ClC1=NN=C(C2=CC=CC=C12)CC1=CC(=NC=C1)C